N-(2,5-dichlorophenyl)acrylamide ClC1=C(C=C(C=C1)Cl)NC(C=C)=O